[Na+].[Na+].[Na+].[Na+].C1(=C(C(=C2C(=CC3=CC=CC4=CC=C1C2=C34)S(=O)(=O)[O-])S(=O)(=O)[O-])S(=O)(=O)[O-])S(=O)(=O)[O-] Pyrenetetrasulfonic acid tetrasodium salt